C(CC=C)C1OC1 2-(3-buten-1-yl)oxirane